[Si](C)(C)(C(C)(C)C)OC=1C=CC(=C(C1)C[C@H](C(=O)OCC)OC=1C=2N(C=CN1)C(=C(C2I)C2=CC=C(C=C2)F)Cl)OCC2=NC(=NC=C2)C2=C(C=CC=C2)OC (R)-ethyl 3-(5-((tert-butyldimethylsilyl)oxy)-2-((2-(2-methoxyphenyl)pyrimidin-4-yl)methoxy)phenyl)-2-((6-chloro-7-(4-fluorophenyl)-8-iodopyrrolo[1,2-a]pyrazin-1-yl)oxy)propanoate